C(C)(C)(C)OC(=O)N1C[C@@H](CC1)NC(C1=CC(=NC=C1)F)=O (R)-3-(2-fluoroisonicotinamido)pyrrolidine-1-carboxylic acid tert-butyl ester